ClC1=C(C=C2C(=C(N(C2=C1F)C)C1=NNC(=N1)[C@H](COC)F)C=1C=NNC1)OC (R)-6-chloro-7-fluoro-2-(5-(1-fluoro-2-methoxyethyl)-1H-1,2,4-triazol-3-yl)-5-methoxy-1-methyl-3-(1H-pyrazol-4-yl)-1H-indole